4-(3-{[4-(2-fluorobenzoyl)piperazin-1-yl]methyl}imidazo[1,2-a]pyridine-2-yl)benzonitrile FC1=C(C(=O)N2CCN(CC2)CC2=C(N=C3N2C=CC=C3)C3=CC=C(C#N)C=C3)C=CC=C1